C1([C@H](O)[C@@H](O)[C@@H](O)[C@H](O1)CO)[C@@]1(C(O)(O[C@@H]([C@H]([C@@H]1O)O[C@H]1[C@H](O)[C@@H](O)[C@@H](O)[C@H](O1)CO)CO)C1[C@H](O)[C@@H](O)[C@@H](O)[C@H](O1)CO)O galactosylgalactosyl-lactose